NC(=NC(C)=O)C1(COC1)O N-(amino(3-hydroxyoxetan-3-yl)methylene)acetamide